CNC1CC(C1)OC1CCN(CC1)CCCCNC1CC(C1)OC1CCN(CC1)C (1R,3r)-N-methyl-3-((1-(4-(((1s,3S)-3-((1-methylpiperidin-4-yl)oxy)cyclobutyl)amino)butyl)piperidin-4-yl)oxy)cyclobutan-1-amine